4-{[(2-aminopyridin-4-yl)methyl]amino}-1-methyl-N-(2-methylphenyl)-2-oxo-5-(2,2,2-trifluoroethyl)-1,2,5,6-tetrahydropyridine-3-carbothioamide NC1=NC=CC(=C1)CNC1=C(C(N(CC1CC(F)(F)F)C)=O)C(NC1=C(C=CC=C1)C)=S